BrC1=CC=C(S1)C=1C=2C(C(=C3N=C(C(=NC13)C1=CC=C(C=C1)OCCCCCC)C1=CC=C(C=C1)OCCCCCC)C=1SC(=CC1)Br)=NSN2 4,9-bis(5-bromothiophene-2-yl)-6,7-bis(4-(hexyloxy)phenyl)-[1,2,5]thiadiazolo[3,4-G]quinoxaline